(S)-3-(Boc-amino)-1-butanal C(=O)(OC(C)(C)C)N[C@H](CC=O)C